OC1=C(CN2C3=C1C=CC=C3SC=3C=CC=CC23)C(C(F)(F)F)=O 3-hydroxy-2-(2,2,2-trifluoroethan-1-on-1-yl)-1H-pyrido[3,2,1-kl]phenothiazin